FC=1C=C2C(C(=CN(C2=CC1N1[C@H](CCC1)COC1=NC=CC=C1C)C1(CC1)C)C(=O)O)=O (R)-6-fluoro-1-(1-methylcyclopropyl)-7-(2-(((3-methylpyridin-2-yl)oxy)methyl)pyrrolidin-1-yl)-4-oxo-1,4-dihydroquinoline-3-carboxylic acid